C(C)(C)(C)OC(=O)N1[C@@H](COCC1)C(=O)O (S)-4-(t-butoxycarbonyl)morpholine-3-carboxylic acid